ClCC(=O)NC1=CC(=CC=C1)N(C)C 2-chloro-N-(3-(dimethylamino)phenyl)acetamide